4-hydroxy-phenethyl ((3,5,6-trimethyl pyrazin-2-yl) methyl) carbonate C(OCCC1=CC=C(C=C1)O)(OCC1=NC(=C(N=C1C)C)C)=O